(R)-N-(2-(4-methylpiperazin-1-yl)ethyl)-N-(1-(4-nitrophenyl)ethyl)-3,3-diphenylprop-2-en-1-amine CN1CCN(CC1)CCN(CC=C(C1=CC=CC=C1)C1=CC=CC=C1)[C@H](C)C1=CC=C(C=C1)[N+](=O)[O-]